CO[C@@H]1C[C@@]2(CC(CN2C1)=C)CO ((2R,7aS)-2-methoxy-6-methylenetetrahydro-1H-pyrrolizin-7a(5H)-yl)methanol